3-bromo-9-(4-(1-oxa-7-azaspiro[3.5]non-7-ylcarbonyl)phenyl)-2-(trifluoromethyl)-4H-pyrido[1,2-a]pyrimidin-4-one BrC1=C(N=C2N(C1=O)C=CC=C2C2=CC=C(C=C2)C(=O)N2CCC1(CCO1)CC2)C(F)(F)F